tert-Butyl-((3R,5R)-1-(2-(1-(cyclopropylmethyl)-6-(4-methoxypiperidin-1-yl)-1H-indol-2-yl)-3-methylbenzofuran-6-carbonyl)-5-fluoropiperidin-3-yl)carbamate Potassium [K+].C(C)(C)(C)N(C([O-])=O)[C@H]1CN(C[C@@H](C1)F)C(=O)C1=CC2=C(C(=C(O2)C=2N(C3=CC(=CC=C3C2)N2CCC(CC2)OC)CC2CC2)C)C=C1